tert-butyl 2-(4-(2,6-bis(benzyloxy)pyridin-3-yl)-3,5-difluorophenyl)-2,7-diazaspiro[3.5]nonane-7-carboxylate C(C1=CC=CC=C1)OC1=NC(=CC=C1C1=C(C=C(C=C1F)N1CC2(C1)CCN(CC2)C(=O)OC(C)(C)C)F)OCC2=CC=CC=C2